O[C@@H](CCC(=O)O)CCCCCCCC (R)-4-hydroxydodecanoic acid